FC(C(=O)C1=NC=CC=C1)(F)F 2,2,2-Trifluoro-1-(pyridin-2-yl)ethan-1-on